BrC1=C(C=NN(C1=O)C)N[C@@H]1C[C@@H](CN(C1)C)C1=CC=C(C(=O)N2CCC3(CC2)CCN(CC3)C=3C=CC2=C(N(N=N2)C2C(NC(CC2)=O)=O)C3)C=C1 3-[6-[3-[4-[(3R,5R)-5-[(5-bromo-1-methyl-6-oxo-pyridazin-4-yl)amino]-1-methyl-3-piperidyl]benzoyl]-3,9-diazaspiro[5.5]undecan-9-yl]benzotriazol-1-yl]piperidine-2,6-dione